Methyl (5-(2-fluoro-5-((7-methyl-4-oxo-3,4-dihydrophthalazin-1-yl)methyl) phenyl)-1H-benzoimidazol-2-yl)carbamate FC1=C(C=C(C=C1)CC1=NNC(C2=CC=C(C=C12)C)=O)C1=CC2=C(NC(=N2)NC(OC)=O)C=C1